C(C)(C)(C)OC(=O)N[C@@H](CC1=CNC2=CC=CC=C12)C(=O)OC1=CC=C(C=C1)[N+](=O)[O-] 4-nitrophenyl (tert-butoxycarbonyl)-L-tryptophanate